N-(2-(5-fluoro-1H-indol-3-yl)ethyl)-N-isopropyl-2-methylpropan-1-amine FC=1C=C2C(=CNC2=CC1)CCN(CC(C)C)C(C)C